BrC1=CC=C(C=C1)C(CNC(OCC1=CC=CC=C1)=O)(C)C benzyl (2-(4-bromophenyl)-2-methylpropyl)carbamate